[O-2].[V+5].[Li+].[O-2].[O-2] lithium vanadium(V) oxide